F[B-](F)(F)F.C1(=C(C(=CC(=C1)C)C)N1C(N(C(C1)C[N+](C)(C)C)C1=C(C=C(C=C1C)C)C)=[Ru-4](=CC1=C(C=CC=C1)OC(C)C)(Cl)Cl)C (1,3-dimesityl-4-((trimethylammonio)methyl)imidazolidin-2-ylidene)dichloro(2-isopropoxybenzylidene)ruthenium(II) tetrafluoroborate